diphenyl-(4-bromomethylphenyl)phosphine C1(=CC=CC=C1)P(C1=CC=C(C=C1)CBr)C1=CC=CC=C1